FC1=C(C=C(C=C1)[N+](=O)[O-])C=1C(=NC=NC1C)C 5-(2-Fluoro-5-nitrophenyl)-4,6-dimethyl-pyrimidine